diphenyliodonium nonafluoro-normal butanesulfonate FC(C(C(C(S(=O)(=O)[O-])(F)F)(F)F)(F)F)(F)F.C1(=CC=CC=C1)[I+]C1=CC=CC=C1